tert-butyl 2-[4-[1-[(3R)-2,6-dioxo-3-piperidyl]-4-methyl-2,3-dihydroquinoxalin-5-yl]-1-piperidyl]acetate O=C1NC(CC[C@H]1N1CCN(C2=C(C=CC=C12)C1CCN(CC1)CC(=O)OC(C)(C)C)C)=O